N-cyclopropyl-2-fluoro-5-(6-((2-hydroxyethyl)amino)-5-(2-methyl-2H-1,2,3-triazol-4-yl)pyridin-3-yl)-4-methylbenzamide C1(CC1)NC(C1=C(C=C(C(=C1)C=1C=NC(=C(C1)C1=NN(N=C1)C)NCCO)C)F)=O